[(2S,3S,5R)-5-(6-amino-2-fluoropurin-9-yl)-3-[(tert-butyldimethylsilyl) oxy]-2-{[(tert-butyldiphenylsilyl) oxy]methyl} oxolan-2-yl]methyl trifluoromethanesulfonate FC(S(=O)(=O)OC[C@@]1(O[C@H](C[C@@H]1O[Si](C)(C)C(C)(C)C)N1C2=NC(=NC(=C2N=C1)N)F)CO[Si](C1=CC=CC=C1)(C1=CC=CC=C1)C(C)(C)C)(F)F